(4-(3-(3-bromo-4-chlorobenzyl)morpholino)cyclohexyl)-1H-1,2,4-triazole-3,5-diamine BrC=1C=C(CC2COCCN2C2CCC(CC2)N2N=C(N=C2N)N)C=CC1Cl